3-chloro-5,5,7-trimethyl-pyrrolo[2,3-c]pyridazin-6-one ClC1=CC2=C(N=N1)N(C(C2(C)C)=O)C